(R)-1-(3-fluoro-5-methoxypyridin-2-yl)-4-(4-methylbenzyl)-3-(oxetan-3-yl)piperazine-2,5-dione FC=1C(=NC=C(C1)OC)N1C([C@H](N(C(C1)=O)CC1=CC=C(C=C1)C)C1COC1)=O